BrC1=C(CNCC(OC)OC)C=C(C(=C1)F)OC N-(2-Bromo-4-fluoro-5-methoxybenzyl)-2,2-dimethoxyethan-1-amine